C(C)OC(=O)C=1C(NC2=CC(=C(C=C2C1)C1=CC=C(C=C1)C1=C(C=CC=C1)O)Cl)=O 7-chloro-6-(2'-hydroxy-[1,1'-biphenyl]-4-yl)-2-oxo-1,2-dihydroquinoline-3-carboxylic acid ethyl ester